(5-((5-(((tert-butyldimethylsilyl)oxy)methyl)-1,4-dioxan-2-yl)methoxy)-1,3,4-thiadiazol-2-yl)-2'-chloro-5'-methoxy-6-methyl-(4,4'-bipyridine)-3-carboxamide [Si](C)(C)(C(C)(C)C)OCC1OCC(OC1)COC1=NN=C(S1)C1=NC(=CC(=C1C(=O)N)C1=CC(=NC=C1OC)Cl)C